2-bromo-1-(5-iodothiophen-2-yl)-ethanone BrCC(=O)C=1SC(=CC1)I